C(C)(C)N1C(=NN2C(C1=O)=NC=C2)C 3-Isopropyl-2-methylimidazo[2,1-f][1,2,4]triazin-4(3H)-one